tris(2,4,6-trimethyl-3-(pyridin-3-yl)phenyl)boron CC1=C(C(=CC(=C1C=1C=NC=CC1)C)C)B(C1=C(C(=C(C=C1C)C)C=1C=NC=CC1)C)C1=C(C(=C(C=C1C)C)C=1C=NC=CC1)C